ClC1=CC(=CN=N1)C(=O)C1=CC=C(C=C1)C (6-Chloropyridazin-4-yl)(p-tolyl)methanone